silicon-copper-silicon [Si].[Cu].[Si]